C(C)(C)(C)OC1=CC=C(C=C1)C[C@@H](C(=O)O)NC(=O)OCC1C2=CC=CC=C2C=2C=CC=CC12 (2S)-3-(4-tert-butoxyphenyl)-2-(9H-fluoren-9-ylmethoxycarbonylamino)propanoic acid